2-(6-((4-(2-amino-7-bromothieno[3,2-d]pyrimidin-4-yl)-1H-1,2,3-triazol-1-yl)methyl)-5-fluoropyridin-2-yl)propan-2-ol NC=1N=C(C2=C(N1)C(=CS2)Br)C=2N=NN(C2)CC2=C(C=CC(=N2)C(C)(C)O)F